FC1(CCN(CC1)C=1N=C(C=C2C1OC=C2)C=2N=NN(C2)C2=C(C=C(C=C2)NS(=O)(=O)CCO)N2CCC(CC2)(C)F)F N-(4-(4-(7-(4,4-difluoropiperidin-1-yl)furo[2,3-c]pyridin-5-yl)-1H-1,2,3-triazol-1-yl)-3-(4-fluoro-4-methylpiperidin-1-yl)phenyl)-2-hydroxyethane-1-sulfonamide